C(C)OC1=C(C=CC=C1)P(CCCP(C1=C(C=CC=C1)OCC)C1=C(C=CC=C1)OCC)C1=C(C=CC=C1)OCC 1,3-bis[di(2-ethoxyphenyl)phosphino]propane